BrC1=CC(=C(C#N)C=C1)S(=O)(=O)N1CC(C1)CO[Si](C)(C)C(C)(C)C 4-bromo-2-[3-[[tert-butyl-(dimethyl)silyl]oxymethyl]azetidin-1-yl]sulfonyl-benzonitrile